COC(C1=C(C(=CC=C1)[N+](=O)[O-])C(=O)Cl)=O 2-(chlorocarbonyl)-3-nitrobenzoic acid methyl ester